5-(4-chlorobenzyl)barbituric acid ClC1=CC=C(CC2C(NC(NC2=O)=O)=O)C=C1